C(C)(C)(C)OC(=O)\N=C(/N1N=CC=C1)\NC(OC(C)(C)C)=O (Z)-Tert-butyl (((tert-butoxycarbonyl)imino)(1H-pyrazol-1-yl)methyl)carbamate